C(NCCOCCOCCOCCOCCNC(=O)C=1C=C(C=CC1)CN(S(NCC1=CC=C(C=C1)OC(C1=CC=C(C=C1)NC(=N)N)=O)(=O)=O)C(C(=O)O)CC(=O)O)(=O)C=1C=C(C=CC1)CN(S(NCC1=CC=C(C=C1)OC(C1=CC=C(C=C1)NC(=N)N)=O)(=O)=O)C(C(=O)O)CC(=O)O (((5,8,11,14-tetraoxa-2,17-diazaoctadecane-1,18-dioyl)bis(3,1-phenylene))bis(methylene))bis((N-(4-((4-guanidinobenzoyl)oxy)benzyl)sulfamoyl)azanediyl)disuccinic acid